4-((4-(morpholine-4-carbonyl)benzyl)oxy)phenyl sulfurofluoridate S(OC1=CC=C(C=C1)OCC1=CC=C(C=C1)C(=O)N1CCOCC1)(=O)(=O)F